COCCNC(=O)C1=CC2=C(N3C=4C=CC=CC4N=C13)N=C(C=C2N2CC(NC(C2)C)C)C 4-(3,5-Dimethyl-piperazin-1-yl)-2-methyl-1,7,11b-triaza-benzo[c]fluorene-6-carboxylic acid (2-methoxy-ethyl)-amide